S(=O)(=O)(O)[C@@](C=O)(O)[C@@H]1[C@@H](O)[C@H](O)CO1 2-sulfo-3,6-anhydro-D-galactose